ClC1=C(C=CC(=C1)Cl)S(=O)(=O)/C=C/CNC(=O)C=1C(NC=C(C1)C1=CC=CC=C1)=O N-[(2E)-3-(2,4-dichlorobenzenesulfonyl)prop-2-en-1-yl]-2-oxo-5-phenyl-1,2-dihydropyridine-3-carboxamide